N-(6-(6-(2-(cyclopentyloxy)-5-fluorobenzyl)-5-oxo-5,6,7,8-tetrahydro-1,6-naphthyridin-3-yl)imidazo[1,2-b]pyridazin-2-yl)acetamide C1(CCCC1)OC1=C(CN2C(C=3C=C(C=NC3CC2)C=2C=CC=3N(N2)C=C(N3)NC(C)=O)=O)C=C(C=C1)F